ClC=1C=C(C=CC1)N1[C@@H]([C@H]2[C@@H]([C@H]2C1)C(=O)N)C (1R,2R,5S,6R)-3-(3-chlorophenyl)-2-methyl-3-azabicyclo[3.1.0]hexane-6-carboxamide